CC1=C(C=CC(=C1C)OC(F)F)O 2,3-dimethyl-4-difluoromethoxy-phenol